1-Methyl-2-oxo-6,7,8,9-tetrahydro-5H-cyclohepta[b]pyridine-3-carboxylic acid CN1C2=C(C=C(C1=O)C(=O)O)CCCCC2